N-{[(4R)-4-cyclopropyl-2,5-dioxoimidazolidin-4-yl]methyl}-2-(2,5-difluorophenyl)-2H-1,2,3-triazole-4-carboxamide C1(CC1)[C@@]1(NC(NC1=O)=O)CNC(=O)C1=NN(N=C1)C1=C(C=CC(=C1)F)F